Tert-butyl (5-((4-methoxybenzyl)thio)thiazol-2-yl)carbamate COC1=CC=C(CSC2=CN=C(S2)NC(OC(C)(C)C)=O)C=C1